tetraoxahexadecan OOOOCCCCCCCCCCCC